tert-butyl-3-bromo-7-{6-[(tert-butoxy)carbonyl]pyridazin-3-yl}-1H-indole C(C)(C)(C)N1C=C(C2=CC=CC(=C12)C=1N=NC(=CC1)C(=O)OC(C)(C)C)Br